OC(C[C@H](N)C(=O)O)CNC(N)=N c-γ-hydroxyarginine